(E)-2-bromo-1,3-dichloro-5-(4-methoxystyryl)benzene BrC1=C(C=C(C=C1Cl)\C=C\C1=CC=C(C=C1)OC)Cl